3-(pyridin-2-yl)cyclopent-2-en-1-one N1=C(C=CC=C1)C1=CC(CC1)=O